N-(propan-2-yl)carbamic acid CC(C)NC(O)=O